CC1CO1 epoxyPropane